(S)-(1-(7-(8-methylnaphthalen-1-yl)-2-((1-methylpyrrolidin-2-yl)methoxy)-5,6,7,8-tetrahydropyrido[3,4-d]pyrimidin-4-yl)piperidin-4-yl)boronic acid CC=1C=CC=C2C=CC=C(C12)N1CC=2N=C(N=C(C2CC1)N1CCC(CC1)B(O)O)OC[C@H]1N(CCC1)C